3,5-dibromo-pyrazin-2-amine BrC=1C(=NC=C(N1)Br)N